N-(4-amino-1,3-dihydro-furo[3,4-c]pyridin-7-yl)-2-((5S)-5-methyl-2-(1-methyl-1H-indazol-5-yl)piperidin-1-yl)-2-oxoacetamide NC1=NC=C(C2=C1COC2)NC(C(=O)N2C(CC[C@@H](C2)C)C=2C=C1C=NN(C1=CC2)C)=O